C(C)(C)(C)OC(=O)N=NC(=O)OC(C)(C)C azobiscarboxylic acid di-tert-butyl ester